1-(4-((4,5-dihydro-1H-imidazol-2-yl)thio)butyl)azepane N1C(=NCC1)SCCCCN1CCCCCC1